CC(C)C1=NN2C(CC[C@@H]([C@@H]2COC2CCN(CC2)C2=NC=CC=N2)NS(=O)(=O)C)=N1 |r| rac-N-[(5R,6S)-2-(propan-2-yl)-5-({[1-(pyrimidin-2-yl)piperidin-4-yl]oxy}methyl)-5,6,7,8-tetrahydro[1,2,4]triazolo[1,5-a]pyridin-6-yl]methanesulfonamide